C(C)(C)(C)OC(=O)N[C@H](C(=O)O)[C@@H](C)O (2S,3R)-2-((tert-butoxycarbonyl)amino)-3-hydroxybutyric acid